1-ethyl-4-[(methylamino)methyl]pyrrolidin-2-one C(C)N1C(CC(C1)CNC)=O